ClC1=C(C(=C(C#N)C(=C1)O)C1=CC=NN1C)F 4-Chloro-3-fluoro-6-hydroxy-2-(1-methyl-1H-pyrazol-5-yl)benzonitrile